CC1=C(C=CC=C1B1OC(C(O1)(C)C)(C)C)NC1=NSC2=C1C=C(C=C2)C(OC)OC N-(2-methyl-3-(4,4,5,5-tetramethyl-1,3,2-dioxaborolan-2-yl)phenyl)-5-(dimethoxymethyl)benzo[d]isothiazol-3-amine